(Z)-3-(3-(3,5-bis(trifluoromethyl)phenyl)-1H-1,2,4-triazol-1-yl)-N-(7-oxo-2-oxa-6-azaspiro[3.4]octan-6-yl)acrylamide FC(C=1C=C(C=C(C1)C(F)(F)F)C1=NN(C=N1)\C=C/C(=O)NN1CC2(COC2)CC1=O)(F)F